(3-isopropylpyrazolo[1,5-a]pyridin-5-yl) trifluoromethanesulfonate FC(S(=O)(=O)OC1=CC=2N(C=C1)N=CC2C(C)C)(F)F